C(C\C=C\CCCCCC\C=C/CCCC)O (E,Z)-11,3-Hexadecadien-1-ol